N1=NCN=C1 3H-1,2,4-triazol